OC1=C(C(=NC(=C1C(=O)NC)C)C)C(=O)N 4-hydroxy-5-N,2,6-trimethylpyridine-3,5-dicarboxamide